3-(4-(ethylsulfonamido)-3-((4-fluorobenzyl)oxy)phenyl)-5-((6-methoxypyrazin-2-yl)amino)-1H-pyrazole-4-carboxamide C(C)S(=O)(=O)NC1=C(C=C(C=C1)C1=NNC(=C1C(=O)N)NC1=NC(=CN=C1)OC)OCC1=CC=C(C=C1)F